2-(difluoromethyl)-N-[(3R)-3-propyl-1,1-dimethyl-2,3-dihydro-1H-inden-4-yl]pyridine FC(C1N(C=CC=C1)C1=C2[C@@H](CC(C2=CC=C1)(C)C)CCC)F